C(C)NCC.C(C)(C)(C)C1CC2=C(C(=C(S2)NC(C2=C(C=CC=C2)C(F)(F)F)=O)C(=O)O)CC1 6-tert-Butyl-2-[[2-(trifluoromethyl)benzoyl]amino]-4,5,6,7-tetrahydrobenzothiophene-3-carboxylic acid diethylamine salt